N1=CC(=CC=C1)C=1OC2=C(N1)C=C(C=C2)C(=O)O 2-(pyridin-3-yl)-1,3-benzoxazole-5-carboxylic acid